FC1=C(C=CC(=C1)F)NCC(=O)[C@H]1[C@@H]2[C@H]([C@@H]3[C@@]1(CC[C@@H]1[C@H]4CC[C@@](C[C@H]4CC[C@@H]31)(C)O)C)C2 2-((2,4-difluorophenyl)amino)-1-((2R,4aS,4bR,6aS,7S,7aS,8aR,8bR,8cR,10aR)-2-hydroxy-2,6a-dimethyloctadecahydrocyclopropa[4,5]cyclopenta[1,2-a]phenanthren-7-yl)ethan-1-one